COC1=NC=C(C=C1S(=O)(=O)N1CC2(C1)OCC(C2)N2CC(C2)OC)C 2-((2-Methoxy-5-methylpyridin-3-yl)sulfonyl)-7-(3-methoxyazetidin-1-yl)-5-oxa-2-azaspiro[3.4]octane